C(OC(CCCCCCCCCCCCCCCN(C)CCCCCCCC(=O)N(CCCCCCCCCC)CCCCCCCCCC)CCCCCCC)([O-])=O 8-((8-(didecylamino)-8-oxooctyl)(methyl)amino)octylpentadecan-8-yl carbonate